B(O)(O)C=1C=C2C(C(C3=CC(=CC4=CC=C(C1)C2=C43)B(O)O)=O)=O (7-Borono-4,5-dioxopyren-2-yl)boronic Acid